5-cyclopropyl-3-{[(1-hydroxycyclobutyl)methyl]amino}pyrazine-2-carbonitrile C1(CC1)C=1N=C(C(=NC1)C#N)NCC1(CCC1)O